C1CC12NCCOC2 7-oxa-4-aza-spiro[2.5]octane